(E)-2-(5-chloro-1-{[2-(trimethylsilyl)ethoxy]methyl}-2-pyrrolylcarbonylamino)-5,5-dimethyl-3-hexenoic acid ClC1=CC=C(N1COCC[Si](C)(C)C)C(=O)NC(C(=O)O)\C=C\C(C)(C)C